Spiro[indoline-3,4'-tetrahydropyran] O1CCC2(CC1)CNC1=CC=CC=C12